N-methyl-3-(4-((4-methyl-1,4-diazepan-1-yl)methyl)phenoxy)-3-(thiophen-2-yl)propan-1-amine CNCCC(C=1SC=CC1)OC1=CC=C(C=C1)CN1CCN(CCC1)C